1-[3-fluoro-4-(1-methylindazol-5-yl)oxy-phenyl]ethanone FC=1C=C(C=CC1OC=1C=C2C=NN(C2=CC1)C)C(C)=O